ethyleneoxybutyl ether C1COCCCCO1